CN1C(C(=C(C(=C1)C)[O-])NC(N[C@@H](CC(=O)[O-])C1=CC(=CC=C1)CC1=C(C=CC=C1)C)=O)=O.[Na+].S1C(SCC1)C1=CC=C(C(=O)NC2=C(C=CC=C2)O)C=C1.[Na+] 4-(1,3-dithiolan-2-yl)-N-(2-hydroxyphenyl)benzamide Natrium (S)-3-(3-(1,5-Dimethyl-4-oxido-2-oxo-1,2-Dihydropyridin-3-yl)ureido)-3-(3-(2-Methylbenzyl)phenyl)propanoat